FCCOC[C@H](C(C)C)NC(=O)C1=NC(=C(C=C1)N1CC(C1)OC)OC[C@@H]1[C@H](C1)CO N-[(2S)-1-(2-fluoroethoxy)-3-methylbutan-2-yl]-6-{[(1S,2S)-2-(hydroxymethyl)cyclopropyl]methoxy}-5-(3-methoxyazetidin-1-yl)pyridine-2-carboxamide